1-(4-((6-(4-hydroxyphenyl)-1H-indazol-4-yl)methyl)piperidin-1-yl)prop-2-en-1-one OC1=CC=C(C=C1)C1=CC(=C2C=NNC2=C1)CC1CCN(CC1)C(C=C)=O